FC(CN1N=NC2=C1C=C(C=C2)C=2C=CN1N=C(N=C(C12)OC)N[C@@H]1[C@@H](CN(CC1)CC(=O)N(C)C)F)F 2-((3R,4S)-4-((5-(1-(2,2-difluoroethyl)-1H-benzo[d][1,2,3]triazol-6-yl)-4-methoxypyrrolo[2,1-f][1,2,4]triazin-2-yl)amino)-3-fluoropiperidin-1-yl)-N,N-dimethylacetamide